BrC(C(=O)N1CC(CCC1)CC(C1=CC(=C(C(=C1)OC)OC)OC)=O)(F)F 2-bromo-2,2-difluoro-1-(3-(2-oxo-2-(3,4,5-trimethoxyphenyl)ethyl)piperidin-1-yl)ethan-1-one